NC1=NC=2C=CC(=CC2C2=C1[C@H](OC2)C)C(=O)N(C)CC2=NC=C(C=C2)Br (3R)-4-amino-N-((5-bromo-2-pyridinyl)methyl)-N,3-dimethyl-1,3-dihydrofuro[3,4-c]quinoline-8-carboxamide